OC(CN(C(O[C@@H]1CC[C@H](CC1)C(N(C[C@@H]1CC[C@H](CC1)C1=NC(=C(C=C1)OC)C)C1=NC=CC(=C1)C=1N=C(OC1)C1CC1)=O)=O)C)(C)C trans-4-((4-(2-Cyclopropyloxazol-4-yl) pyridin-2-yl)((trans-4-(5-methoxy-6-methylpyridin-2-yl)cyclohexyl)methyl) carbamoyl)cyclohexyl (2-hydroxy-2-methylpropyl)(methyl)carbamate